2-methoxy-isobutylisocyanide COC(C[N+]#[C-])(C)C